CC1=NOC(=C1C1=CC2=C(N(C(=N2)C2CCC(N2C2=CC=CC=C2)=O)[C@H]2CN(CC2)S(=O)(=O)C)C=C1)C 5-(5-(3,5-dimethylisoxazol-4-yl)-1-((R)-1-(methylsulfonyl)pyrrolidin-3-yl)-1H-benzo[d]imidazol-2-yl)-1-phenylpyrrolidin-2-one